FC1(C(CN(CC1)C1=NC2=CC=C(C=C2C(=C1C(=O)N)C)F)C)F 2-(4,4-difluoro-3-methylpiperidin-1-yl)-6-fluoro-4-methylquinoline-3-carboxamide